6-Chloro-4-[(3S,4R)-4-(4-fluoro-N-methyl-anilino)-3-methyl-1-piperidyl]-1-methyl-2-oxo-1,5-naphthyridine-3-carbonitrile ClC=1N=C2C(=C(C(N(C2=CC1)C)=O)C#N)N1C[C@@H]([C@@H](CC1)N(C1=CC=C(C=C1)F)C)C